FC1(CC(C1)N(C1=NC=CC(=C1)OC1=CC(=C(C=C1)NC=1C2=C(N=CN1)NC=C2C2CCN(CC2)C(C=C)=O)F)C)F 1-(4-(4-((4-((2-((3,3-difluorocycloButyl)(methyl)amino)pyridin-4-yl)oxy)-2-fluorophenyl)amino)-7H-pyrrolo[2,3-d]pyrimidin-5-yl)piperidin-1-yl)prop-2-en-1-one